C(C)(C)(C)OC(=O)N1CCC(CC1)N1CC(C1)N(C)C1=CC(=C(C=C1)C(N(C)C)=O)Cl.O1C(OCC1)CC1(CCCNC1)C1=NC=CC=C1 5-((1,3-dioxolan-2-yl)methyl)-5-(pyridine-2-yl)piperidine tert-butyl-4-(3-((3-chloro-4-(dimethylcarbamoyl)phenyl)(methyl)amino)azetidin-1-yl)piperidine-1-carboxylate